N1CC2(C=3C1=NC=C(C3)C=3C(=C(C(=O)N(CC=1C=NN(C1)C)C)C=CC3)F)CC2 3-(1',2'-dihydrospiro[cyclopropane-1,3'-pyrrolo[2,3-b]pyridin]-5'-yl)-2-fluoro-N-methyl-N-((1-methyl-1H-pyrazol-4-yl)methyl)benzamide